N-(1-methyl-3-(4'-(2-(3-methyloxetan-3-yl)ethoxy)-4,5,5',6'-tetrahydro-2H-spiro[furan-3,8'-pyrano[3,4-b]pyridin]-2'-yl)-1H-pyrrolo[2,3-c]pyridin-5-yl)acetamide CN1C=C(C=2C1=CN=C(C2)NC(C)=O)C2=CC(=C1C(=N2)C2(OCC1)COCC2)OCCC2(COC2)C